2-(furan-3-yl)-6-methyl-N-(3-(4-[5-(trifluoro-methoxy)pyridin-2-yl]phenyl)propyl)thieno[2,3-d]pyrimidin-4-amine O1C=C(C=C1)C=1N=C(C2=C(N1)SC(=C2)C)NCCCC2=CC=C(C=C2)C2=NC=C(C=C2)OC(F)(F)F